2,2'-(1-(5-(4-methoxyphenyl)oxazol-4-yl)propane-1,2-diyl)bis(N-methylhydrazine-1-thiocarboxamide) COC1=CC=C(C=C1)C1=C(N=CO1)C(C(C)NNC(NC)=S)NNC(NC)=S